NC1=NC=C(C2=C1C=NN2)NC(C(N2[C@H](CCCC2)C2=CC(=CC=C2)N2CCCC2)=O)=O |r| N-(4-Amino-1H-pyrazolo[4,3-c]pyridin-7-yl)-2-oxo-2-[rac-(2R)-2-(3-pyrrolidin-1-ylphenyl)-1-piperidyl]acetamide